BrC=1C=C(C=NC1)S(=O)(=O)NC(OC(C)(C)C)=O tert-butyl ((5-bromopyridin-3-yl)sulfonyl)carbamate